N-(1-((4-fluorophenyl)amino)-2,3-dihydro-1H-inden-5-yl)acrylamide FC1=CC=C(C=C1)NC1CCC2=CC(=CC=C12)NC(C=C)=O